Cl.ClC1=CC(=C(OCCO)C=C1)CNCC1CCNCC1 2-(4-chloro-2-(((piperidin-4-ylmethyl)amino)methyl)phenoxy)ethan-1-ol hydrochloride